4-((1R,5S)-3,8-diazabicyclo[3.2.1]octan-3-yl)-7-(isoquinolin-4-yl)-2-(((S)-1-methylpyrrolidin-2-yl)methoxy)-5,6,7,8-tetrahydropyrido[3,4-d]pyrimidine [C@H]12CN(C[C@H](CC1)N2)C=2C1=C(N=C(N2)OC[C@H]2N(CCC2)C)CN(CC1)C1=CN=CC2=CC=CC=C12